CN(CCCN1CN(CN(C1)CCCN(C)C)CCCN(C)C)C 1,3,5-Tris[3-(dimethylamino)propyl]hexahydro-1,3,5-triazine